CC1N(CC=2N(C1)N=NC2)C(=O)N 6-methyl-6,7-dihydro-[1,2,3]triazolo[1,5-a]pyrazine-5(4H)-formamide